C(C1=CN=CC=C1)(=O)SCCNC(CCNC([C@@H](C(COP(OP(OC[C@@H]1[C@H]([C@H]([C@@H](O1)N1C=NC=2C(N)=NC=NC12)O)OP(=O)(O)O)(=O)O)(=O)O)(C)C)O)=O)=O nicotinyl-coenzyme A